ClC1=C(C=C(C(=C1)F)C1=C(C(=C(C(=C1F)F)F)F)F)S(=O)(=O)N 4-chloro-2',3',4',5',6,6'-hexafluoro-[1,1'-biphenyl]-3-sulfonamide